COC(C1=C(C=CC=C1)C=1C2=CC=C(C=C2OC2=CC(C=CC12)=O)O\C=C\C(=O)OC)=O.C1(=CC(=CC=C1)/C=C/C(=O)N1C(OCC1)=O)C1=CC=CC=C1 (E)-3-(3-([1,1'-biphenyl]-3-yl)acryloyl)oxazolidin-2-one methyl-(E)-2-(6-((3-methoxy-3-oxoprop-1-en-1-yl)oxy)-3-oxo-3H-xanthen-9-yl)benzoate